C(C)(C)(C)C1=CC=C(C(=O)N(CC(=O)O)CC#C)C=C1 N-(4-tert-butylbenzoyl)-N-(propargyl)glycine